BrC=1C(=C2C=3C(=NC(=NC3C1F)OC[C@]13CCCN3C[C@@H](C1)F)N([C@H](CO2)C=C)C2COCC2)Cl (5S)-9-bromo-8-chloro-10-fluoro-2-(((2R,7aS)-2-fluorotetrahydro-1H-pyrrolizin-7a(5H)-yl)methoxy)-4-(tetrahydrofuran-3-yl)-5-vinyl-5,6-dihydro-4H-[1,4]oxazepino[5,6,7-de]quinazoline